(R)-3-((5-chloro-2-((2-(difluoro-methoxy)-4-(3-(dimethylamino)-pyrrolidin-1-yl)phenyl)amino)-pyrimidin-4-yl)amino)thiophene-2-carboxamide ClC=1C(=NC(=NC1)NC1=C(C=C(C=C1)N1C[C@@H](CC1)N(C)C)OC(F)F)NC1=C(SC=C1)C(=O)N